rel-N-[(5R,6S)-4-oxo-5-[(2-phenyl-1,3-thiazol-4-yl)methyl]-3-(propan-2-yl)-3,4,5,6,7,8-hexahydroquinazolin-6-yl]cyclopropanesulfonamide O=C1N(C=NC=2CC[C@@H]([C@@H](C12)CC=1N=C(SC1)C1=CC=CC=C1)NS(=O)(=O)C1CC1)C(C)C |o1:8,9|